OC=1C=C2CC(C(C2=CC1O)=O)=CC1=C(C=CC(=C1)C(F)(F)F)O 5,6-dihydroxy-2-(2-hydroxy-5-(trifluoromethyl)benzylidene)-2,3-dihydro-1H-inden-1-one